4-(4-(1,3-Dioxolan-2-yl)butoxy)benzoic acid methyl ester COC(C1=CC=C(C=C1)OCCCCC1OCCO1)=O